(4-(((2-nitrophenyl)amino)methyl)benzyl)carbamic acid tert-butyl ester C(C)(C)(C)OC(NCC1=CC=C(C=C1)CNC1=C(C=CC=C1)[N+](=O)[O-])=O